7-((S)-1-hydroxy-2-((3aS,5S,6aR)-3a-hydroxy-5-phenoxyhexahydrocyclopenta[c]pyrrol-2(1H)-yl)ethyl)-1,3,4,5-tetrahydro-2H-benzo[b]azepin-2-one O[C@H](CN1C[C@@H]2[C@](C1)(C[C@H](C2)OC2=CC=CC=C2)O)C2=CC1=C(NC(CCC1)=O)C=C2